CN1N=CC(=C1C=1C=NC=2CCN(CC2C1)C=1C(=C(C=2N(N1)C=NN2)C)C)C 3-(2,4-dimethylpyrazol-3-yl)-6-(7,8-dimethyl-[1,2,4]triazolo[4,3-b]pyridazin-6-yl)-7,8-dihydro-5H-1,6-naphthyridine